FC=1C=CC=C2C(=CNC12)C=1C=C(SC1)C(CCC(=O)O)O 4-(4-(7-fluoro-1H-indol-3-yl)thiophen-2-yl)-4-hydroxybutyric acid